[Br-].OC1[C@@H](O)[C@H](O)[C@@H](O[C@@H]2[C@@H](O)[C@H](O)[C@H](O)[C@@H](O2)CO)[C@@H](O1)CO L-lactose bromide